FC=1C(=CC(=C(C1)NC=1N=CC2=C(N1)N(C=C2)CCC2=CC=C(C=C2)F)OC)N2CCN(CC2)C N-(5-Fluoro-2-methoxy-4-(4-methylpiperazin-1-yl)phenyl)-7-(4-fluorophenethyl)-7H-pyrrolo[2,3-d]pyrimidin-2-amine